BrC=1C=C(C=CC1)C(C(=O)NN)C1CC1 2-(3-bromophenyl)-2-cyclopropyl-acethydrazide